1-(difluoromethyl)cyclopropylamine hydrochloride Cl.FC(C1(CC1)N)F